CC1=NOC(=C1C=1C=C2C(=NC1)N(C=C2C2=C(C=C(C(=O)O)C=C2)OC(F)(F)F)C2=CC(=NC=C2)C(C)C)C 4-(5-(3,5-dimethylisoxazol-4-yl)-1-(2-isopropylpyridin-4-yl)-1H-pyrrolo[2,3-b]pyridin-3-yl)-3-(trifluoromethoxy)benzoic acid